2-(4-((R)-2-(5-chloropyridin-2-yl)-2-methylbenzo[d][1,3]dioxol-4-yl)benzyl)-1-(((S)-oxetan-2-yl)methyl)-1H-benzo[d]imidazole-6-carboxylic acid ClC=1C=CC(=NC1)[C@]1(OC2=C(O1)C=CC=C2C2=CC=C(CC1=NC3=C(N1C[C@H]1OCC1)C=C(C=C3)C(=O)O)C=C2)C